FC1=C(C=CC=C1C[C@@H]1N(CC([C@@H]1NS(=O)(=O)CC)(F)F)C(C(C)(C)O)=O)C1=CC(=C(C=C1)F)C N-[(2S,3R)-2-[(2,4'-difluoro-3'-methyl[1,1'-biphenyl]-3-yl)methyl]-4,4-difluoro-1-(2-hydroxy-2-methylpropanoyl)pyrrolidin-3-yl]ethanesulfonamide